S(SC[C@@H](C(=O)O)N)C[C@@H](C(=O)O)N 3,3'-disulfanediylbis[(2R)-2-aminopropionic acid]